CC1=CC=C(C=C1)S(=O)(=O)OC[C@H]1OC[C@@H]([C@@H]2[C@H]1OC(O2)(C)C)OC2=NC(=CC=C2)C(F)(F)F ((3aS,4R,7S,7aR)-2,2-dimethyl-7-((6-(trifluoromethyl)pyridin-2-yl)oxy)tetrahydro-4H-[1,3]dioxolo[4,5-c]pyran-4-yl)methyl 4-methylbenzenesulfonate